COC(=O)C=1C2=C(C(=NC1)OC)C=NN2CC=2SC(=CC2)C2=CC=CC=C2.COC2=CC=C(C=C2)S(=O)(=O)NCCCC(C)C2=NN=CC1=CC=CC=C21 4-methoxy-N-(4-(phthalazin-1-yl)pentyl)benzenesulfonamide methyl-4-methoxy-1-((5-phenylthiophen-2-yl)methyl)-1H-pyrazolo[4,3-c]pyridine-7-carboxylate